4-Chloro-7-benzyloxyquinoline ClC1=CC=NC2=CC(=CC=C12)OCC1=CC=CC=C1